ClC=1C=NC=C(C1NC(C1=CC(=C(C=C1)OC(F)F)OCCOCCOCCOCCCNC1=C2CN(C(C2=CC=C1)=O)C1C(NC(CC1)=O)=O)=O)Cl N-(3,5-dichloropyridin-4-yl)-4-(difluoromethoxy)-3-(2-(2-(2-(3-((2-(2,6-dioxo-piperidin-3-yl)-1-oxoisoindolin-4-yl)amino)propoxy)ethoxy)ethoxy)ethoxy)benzamide